N1=C(C=CC=C1)N1C(SC=C1C=1C=C(C(=O)NCCCCC2=CC=CC=C2)C=C(C1)C)=O 3-(3-(2-pyridyl)-4-thiazolinonyl)-5-methyl-N-(4-phenylbutyl)benzamide